(2S,4S)-6-chloro-N-{(1RS,2SR,4RS,5SR)-5-[2-(4-chloro-3-fluorophenoxy)acetamido]-7-oxabicyclo[2.2.1]hept-2-yl}-4-hydroxy-3,4-dihydro-2H-1-benzopyran-2-carboxamide ClC=1C=CC2=C([C@H](C[C@H](O2)C(=O)N[C@@H]2[C@H]3C[C@@H]([C@@H](C2)O3)NC(COC3=CC(=C(C=C3)Cl)F)=O)O)C1 |&1:13,14,16,17|